N-(4-methoxy-1H-indole-2-carbonyl)-L-leucyl-3-[(3S)-2-oxopyrrolidin-3-yl]-L-alanine COC1=C2C=C(NC2=CC=C1)C(=O)N[C@@H](CC(C)C)C(=O)N[C@@H](C[C@H]1C(NCC1)=O)C(=O)O